7-iodo-9-methyl-6,7-dihydro-5H-pyrido[2,3-b]azepin-8(9H)-one IC1CCC2=C(N(C1=O)C)N=CC=C2